C1(CC1)OC=1C=CC(=C(C1)C1=NN(C=2C[C@@H](CCC12)C(=O)NC1(CS(C1)(=O)=O)C)C(C)C)F (R)-3-(5-cyclopropoxy-2-fluorophenyl)-1-isopropyl-N-(3-methyl-1,1-dioxidothietan-3-yl)-4,5,6,7-tetrahydro-1H-indazole-6-carboxamide